C(C)OC(CCC1=NNC2=CC(=C(C=C12)C1=CC=C(C=C1)C1=C(C=C(C=C1)CNC(=O)OC(C)(C)C)O)Cl)=O.BrC1=CC=C(S1)CNC(=O)NN N-((5-bromothiophen-2-yl)methyl)hydrazinecarboxamide Ethyl-3-(5-(4'-(((tert-butoxycarbonyl)amino)methyl)-2'-hydroxy-[1,1'-biphenyl]-4-yl)-6-chloro-1H-indazol-3-yl)propanoate